C1(CCCCC1)CNC1=C(C=C(C=C1)S(=O)(=O)NC)C=1N=CN(C1)C 4-(cyclohexylmethylamino)-N-methyl-3-(1-methylimidazol-4-yl)benzenesulfonamide